C(C=C)(=O)NC(C)(C)CS(=O)(=O)[O-].[Na+] Natrium acryloyldimethyltaurat